C1(=CC=CC=C1)S(=O)O benzenesulfinic acid